N-(4-(4-amino-2-oxo-1-(1,1,1-trifluoropropan-2-yl)-1,2-dihydro-3H-imidazo[4,5-c]pyridin-3-yl)benzyl)-5-fluoro-2-methoxybenzamide NC1=NC=CC2=C1N(C(N2C(C(F)(F)F)C)=O)C2=CC=C(CNC(C1=C(C=CC(=C1)F)OC)=O)C=C2